C(/C1=CC=CC=C1)=C/1\C(=O)OCC1(C)C (E)-2-benzylidene-3,3-dimethylbutyrolactone